C(C)N1N=C(C(=C1)C=1C=C(C=C2C([C@H](COC12)CC=1C=CC(=C(OCC(=O)OC)C1)F)=O)CN1C(=NC=C1)C)C(F)(F)F Methyl (S)-2-(5-((8-(1-ethyl-3-(trifluoromethyl)-1H-pyrazol-4-yl)-6-((2-methyl-1H-imidazol-1-yl)methyl)-4-oxochroman-3-yl)methyl)-2-fluorophenoxy)acetate